1-(2,6-dichlorophenyl)-4-((2-methyl-2H-1,2,3-triazol-4-yl)amino)-1H-pyrazole-3-carboxamide ClC1=C(C(=CC=C1)Cl)N1N=C(C(=C1)NC1=NN(N=C1)C)C(=O)N